C1N(CC12CNC2)CC(=O)N 2-[2,6-diazaspiro[3.3]heptane-2-yl]acetamide